S1C=C(C=C1)C=1N=C(SC1)OCCN1CCOCC1 4-{2-{[4-(thiophen-3-yl)thiazol-2-yl]oxy}ethyl}morpholine